octamethylene diisocyanate C(CCCCCCCN=C=O)N=C=O